[2-[[4-[[2-(6-methyl-2-pyridyl)pyrimidin-4-yl]amino]pyrimidin-2-yl]amino]thiazol-5-yl]-piperazin-1-yl-methanone CC1=CC=CC(=N1)C1=NC=CC(=N1)NC1=NC(=NC=C1)NC=1SC(=CN1)C(=O)N1CCNCC1